FC1CC(C1)OC1=NC(=CC(=N1)N1CC2(C=3C=NC(=CC31)NC(C)=O)CC2)C N-(1'-(2-((1s,3s)-3-fluorocyclobutoxy)-6-methylpyrimidin-4-yl)-1',2'-dihydrospiro[cyclopropane-1,3'-pyrrolo[3,2-c]pyridin]-6'-yl)acetamide